CC1[C@H](CN2CC(C=C12)O)F Methyl-(2R,7aR)-2-fluoro-6-hydroxytetrahydro-1H-pyrrolizine